(5-fluoro-2-methoxypyridin-4-yl)-1-{[2-(trimethylsilyl)ethoxy]methyl}pyrazole-3-carboxylic acid methyl ester COC(=O)C1=NN(C=C1C1=CC(=NC=C1F)OC)COCC[Si](C)(C)C